3-(5-(5-(4-Fluorophenyl)-1-methyl-1H-imidazol-4-yl)-1-oxoisoindolin-2-yl)piperidine-2,6-dione FC1=CC=C(C=C1)C1=C(N=CN1C)C=1C=C2CN(C(C2=CC1)=O)C1C(NC(CC1)=O)=O